3'-(4-(tert-butyl)phenyl)-2H,4H-spiro[benzo[b][1,4]oxazine-3,1'-indene]-2'-carboxylic acid C(C)(C)(C)C1=CC=C(C=C1)C1=C(C2(C3=CC=CC=C13)NC1=C(OC2)C=CC=C1)C(=O)O